FC1=C(C=CC=C1F)CN1C(CCC1=O)CC(=O)OCCOC1=CC=C(C=C1)C 2-(4-methylphenoxy)ethyl 2-[1-[(2,3-difluorophenyl)methyl]-5-oxopyrrolidin-2-yl]acetat